C(C)C1=C(C=CC=C1)C1=C(C=CC(=N1)NS(=O)(=O)C1=CC=CC(=N1)N1C[C@@H](CCC1)C(=O)O)C(F)(F)F (R)-1-(6-(N-(6-(2-ethylphenyl)-5-(trifluoromethyl)pyridin-2-yl)sulfamoyl)pyridin-2-yl)piperidine-3-carboxylic acid